pyromellitic acid-2-phenyl-imidazoline salt C1(=CC=CC=C1)C=1NCCN1.C(C=1C(C(=O)O)=CC(C(=O)O)=C(C(=O)O)C1)(=O)O